p-methoxyformanilide COC1=CC=C(NC=O)C=C1